COC(=O)N1C[C@@H](CC1)C1=NC(=NO1)C1=C(C(=C(C(=C1)F)C)N)F (R)-3-(3-(3-amino-2,5-difluoro-4-methylphenyl)-1,2,4-oxadiazol-5-yl)pyrrolidine-1-carboxylic acid methyl ester